CN1C(=NC=C1)SC(C)C=1C=C(C=CC1)NC(=O)C=1N=CC2=CC=CC=C2C1 N-[3-[1-(1-methylimidazol-2-yl)sulfanylethyl]phenyl]isoquinoline-3-carboxamide